NC(C(=O)N(C)C)CC1=CC(=C(C=C1)NC1=NC=C(C(=N1)NC1CC1)C(F)(F)F)OC 2-amino-3-(4-((4-(cyclopropylamino)-5-(trifluoromethyl)pyrimidin-2-yl)amino)-3-methoxyphenyl)-N,N-dimethylpropionamide